undeca-2,4,6-triene-9-carboxylic Acid CC=CC=CC=CCC(CC)C(=O)O